2-(2-methoxypropyl)-6-phenyl-N4-(pyridin-4-yl)-1,3,5-triazine-2,4-diamine COC(CC1(NC(=NC(=N1)NC1=CC=NC=C1)C1=CC=CC=C1)N)C